1-(2-Methoxy-5-(4-((4-(4-(2-methyl-1-oxo-1,2-dihydro-2,7-naphthyridin-4-yl)phenoxy)piperidin-1-yl)methyl)piperidine-1-carbonyl)phenyl)dihydropyrimidine-2,4(1H,3H)-dione COC1=C(C=C(C=C1)C(=O)N1CCC(CC1)CN1CCC(CC1)OC1=CC=C(C=C1)C1=CN(C(C2=CN=CC=C12)=O)C)N1C(NC(CC1)=O)=O